6-(2-(6-methylpyridin-2-yl)-5,6-dihydrocyclopenta[d]Imidazol-1(4H)-yl)-3-(2-morpholinoethyl)quinazolin-4(3H)-one CC1=CC=CC(=N1)C1=NC2=C(N1C=1C=C3C(N(C=NC3=CC1)CCN1CCOCC1)=O)CCC2